N=1C=CN2N=CC=C(C21)OS(=O)(=O)C2=CC=C(C=C2)C imidazo[1,2-b]pyridazin-8-yl-4-methylbenzenesulfonate